(Z)-2-(6-(bis(2,4-dimethoxybenzyl)amino)-5-methoxypyrimidin-4-yl)-3-(dimethylamino)acrylic acid ethyl ester C(C)OC(\C(=C/N(C)C)\C1=NC=NC(=C1OC)N(CC1=C(C=C(C=C1)OC)OC)CC1=C(C=C(C=C1)OC)OC)=O